C(C)(=O)OCCC1=C(NC2=CC=C(C=C12)OC)SC([2H])(F)F (2-(2-((difluoromethyl-d) thio)-5-methoxy-1H-indol-3-yl) ethyl) acetate